(1S)-4,6,6-Trimethylbicyclo[3.1.1]hept-3-en-2-one CC1=CC([C@@H]2C(C1C2)(C)C)=O